C1(CC1)C(=O)N1[C@H]2COC[C@@H]1CC(C2)OC=2C(=CC(=NC2)C)C2=CC=1N(C=C2)N=C(C1)NC=1C=C(C(=O)NC)C=CN1 2-((5-(5-(((1R,5S,7s)-9-(cyclopropanecarbonyl)-3-oxa-9-azabicyclo[3.3.1]nonan-7-yl)oxy)-2-methylpyridin-4-yl)pyrazolo[1,5-a]pyridin-2-yl)amino)-N-methylisonicotinamide